C(C)(C)(C)OC(=O)N1[C@@H](CC[C@H](C1)NC(=O)C=1C=NC2=CC(=CC=C2N1)Cl)C=1OC(=NN1)OCCOC(F)(F)F (2s,5r)-5-(7-chloroquinoxaline-3-amido)-2-{5-[2-(trifluoromethoxy)ethoxy]-1,3,4-oxadiazol-2-yl}piperidine-1-carboxylic acid tert-butyl ester